Methyl 5-(difluoromethyl)-6-[(1R)-1-methylbut-3-enoxy]-3-nitro-pyridine-2-carboxylate FC(C=1C=C(C(=NC1O[C@@H](CC=C)C)C(=O)OC)[N+](=O)[O-])F